4-(4-tert-butyl-phenoxy)phenylhydrazine C(C)(C)(C)C1=CC=C(OC2=CC=C(C=C2)NN)C=C1